6,7-dihydroxy-3-oxoheptanenitrile OC(CCC(CC#N)=O)CO